(2-(2,6-Dioxo-piperidin-3-yl)-3-oxoisoindolin-5-yl)methyl(3-(trifluoro-methyl)isothiazol-5-yl)carbamate O=C1NC(CCC1N1CC2=CC=C(C=C2C1=O)OC(N(C1=CC(=NS1)C(F)(F)F)C)=O)=O